2-N-cyclopropyl-5-(4-((8-fluoro-2-methyl-3-oxo-3,4-dihydroquinoxalin-6-yl)methyl)piperazin-1-yl)picolinamide C1(CC1)NC(C1=NC=C(C=C1)N1CCN(CC1)CC=1C=C2NC(C(=NC2=C(C1)F)C)=O)=O